CC(CC=C)C (±)-4-methyl-1-pentene